C(N)(=N)C=1C=C(SC1)[C@@H](C)NC(=O)[C@H]1N(C[C@@]2(CC2(F)F)C1)C(CNC(CCCOC1=CC=CC=C1)=O)=O (3S,6S)-N-((R)-1-(4-carbamimidoylthiophen-2-yl)ethyl)-1,1-difluoro-5-((4-phenoxy-butanoyl)glycyl)-5-azaspiro[2.4]heptane-6-carboxamide